FCCCCCSC1=CC(=C(CCNC(OC(C)(C)C)=O)C=C1OC)OC tert-butyl (4-((5-fluoropentyl)thio)-2,5-dimethoxyphenethyl)carbamate